FC=1C(=C(C=O)C=C(C1)C1=CC=2CN(CCC2S1)C)O 3-fluoro-2-hydroxy-5-(5-methyl-4,5,6,7-tetrahydrothieno[3,2-c]pyridin-2-yl)benzaldehyde